NC=1N=C(SC1)NC1=CC=C(C=C1)OC(F)(F)F 4-amino-2-[4-(trifluoromethoxy)anilino]thiazol